[Cl-].[Ti+] titanium(I) chloride